(R)-1-(2,6-dimethylphenoxy)propan-2-amine CC1=C(OC[C@@H](C)N)C(=CC=C1)C